2,2-dimethylbutaneoic acid CC(C(=O)O)(CC)C